N1[C@@H](CCC1=O)C(=O)O PyroGlutamic acid